CC=CCCCCCCCCCCCCCCCCC icos-2-ene